FC1=C(C=NC=C1)C=1C=C(C(C=CC1)=O)O 4-(4-fluoropyridin-3-yl)-2-hydroxycyclohepta-2,4,6-trien-1-one